4-((3-chloro-4-benzyloxyphenyl)amino)-7-fluoro-1H-indole-2-carboxylic acid ClC=1C=C(C=CC1OCC1=CC=CC=C1)NC1=C2C=C(NC2=C(C=C1)F)C(=O)O